3-bromo-pyrrolo[1,2-f]phenanthridine BrC1=CC=C2N1C=1C=CC=CC1C=1C=CC=CC21